(1'S,5'S)-8'-hydroxy-5'-methyl-7',9'-dioxo-N-(2,4,6-trifluorobenzyl)-4,4',5,5',7',9'-hexahydro-2H,3'H-spiro[furan-3,2'-[1,6]methanopyrido[1,2-b][1,2,5]triazonine]-10'-carboxamide OC=1C(C(=CN2N3C4(CC[C@@H](N(C(C21)=O)C3)C)COCC4)C(=O)NCC4=C(C=C(C=C4F)F)F)=O